NC=1C=C2C(CC(C2=CC1)(C1=CC(=CC=C1)N)C)(C)C 5-amino-1,3,3-trimethyl-1-(3-aminophenyl)-indane